Tetrahydro-2H-pyran-4-yl(8-amino-7-fluoro-6-(4-methyl-6,6a,7,7a-tetrahydro-5H-cyclopropa[c][1,5]naphthyridin-3-yl)isoquinolin-3-yl)carbamate O1CCC(CC1)OC(NC=1N=CC2=C(C(=C(C=C2C1)C1=CN=C2C3C(CNC2=C1C)C3)F)N)=O